6-chloro-3-(methylamino)picolinamide ClC1=CC=C(C(=N1)C(=O)N)NC